3-((S)-6'-hydroxy-2',4',6'-trimethyl-7'-oxo-6',7'-dihydrospiro[cyclopropane-1,5'-inden]-3-yl)-N-((S)-1,2,3,10-tetramethoxy-9-oxo-5,6,7,9-tetrahydrobenzo[a]heptalen-7-yl)propanamide OC1([C@@]2(C(=C3C=C(C=C3C1=O)C)C)CC2CCC(=O)N[C@H]2CCC1=C(C3=CC=C(C(C=C23)=O)OC)C(=C(C(=C1)OC)OC)OC)C